(2-oxocyclohexyl)(2-norbornyl)sulfonium trifluoromethanesulfonate FC(S(=O)(=O)[O-])(F)F.O=C1C(CCCC1)[SH+]C1C2CCC(C1)C2